(3-(2,2,2-trifluoroethoxy)phenyl)boronic acid FC(COC=1C=C(C=CC1)B(O)O)(F)F